S(=O)(=O)(O)C1=CC=C(C)C=C1.CC=1C(=CC=C2C=CC=NC12)C1=CC=C(OC2CCN(CC2)C=O)C=C1 [4-[4-(8-methyl-7-quinolyl)phenoxy]-1-piperidyl]methanone tosylate